4-bromooxazole-5-carbaldehyde BrC=1N=COC1C=O